BrC1=NN2C(N(C(=C(C2=O)N2CCNCC2)C)CC(=O)NC2=C(C=C(C=C2)C(F)(F)F)Cl)=N1 2-(2-Bromo-5-methyl-7-oxo-6-(piperazin-1-yl)-[1,2,4]triazolo[1,5-a]pyrimidin-4(7H)-yl)-N-(2-chloro-4-(trifluoromethyl)phenyl)acetamide